C(#N)C=1C=C(C=CC1F)NC(=O)N1CC=2C(=NN3C2C(C[C@@H](CC3)CO)(F)F)CC1 |o1:21| (R*)-N-(3-Cyano-4-fluorophenyl)-11,11-difluoro-9-(hydroxymethyl)-3,4,8,9,10,11-hexahydro-1H-pyrido[4',3':3,4]pyrazolo[1,5-a]azepine-2(7H)-carboxamide